Methyl 5-(2,4-difluorobenzylcarbamoyl)-1-(2,2-dihydroxyethyl)-3-methoxy-4-oxo-1,4-dihydropyridine-2-carboxylate FC1=C(CNC(=O)C=2C(C(=C(N(C2)CC(O)O)C(=O)OC)OC)=O)C=CC(=C1)F